C(C)(C)(C)OC(NNC1CCC1)=O N-(Cyclobutylamino)carbamic acid tert-butyl ester